N-[2,4-dimethyl-5-[2-oxo-3-(2-propyn-1-yloxy)-1-pyrrolidinyl]phenyl]-1,1,1-trifluoromethanesulfonamide CC1=C(C=C(C(=C1)C)N1C(C(CC1)OCC#C)=O)NS(=O)(=O)C(F)(F)F